O[Hg] hydroxymercury